2-methyl-3-(4-trifluoromethoxyphenyl)benzoic acid CC1=C(C(=O)O)C=CC=C1C1=CC=C(C=C1)OC(F)(F)F